N-(1-chloro-3-phenylpropan-2-yl)isonicotinamide ClCC(CC1=CC=CC=C1)NC(C1=CC=NC=C1)=O